C1(C(CCCC1)C(=O)OC)C(=O)OC dimethyl cyclohexane-1,2-dicarboxylate